C(C)(C)(C)NC(CN(C)C=1C2=C(N=C(N1)C=1N=CC3=CC=CC=C3C1)CCC2)=O N-tert-butyl-2-{[2-(isoquinolin-3-yl)-5H,6H,7H-cyclopenta[d]pyrimidin-4-yl](methyl)amino}acetamide